(+/-)-4-(6-amino-pyridin-3-yl)-2-methyl-piperazine-1-carboxylic acid tert-butyl ester C(C)(C)(C)OC(=O)N1[C@@H](CN(CC1)C=1C=NC(=CC1)N)C |r|